(1r,4r)-4-(((5-(2-(2-aminopyridin-3-yl)-5-phenyl-3H-imidazo[4,5-b]pyridin-3-yl)pyridin-2-yl)amino)methyl)cyclohexane-1-carboxylic acid NC1=NC=CC=C1C1=NC=2C(=NC(=CC2)C2=CC=CC=C2)N1C=1C=CC(=NC1)NCC1CCC(CC1)C(=O)O